tert-butyl 2-chloro-4-{[2-(6-methoxy-1H-indol-3-yl)ethyl]amino}-5H,6H,7H-pyrrolo[3,4-d]pyrimidine-6-carboxylate ClC=1N=C(C2=C(N1)CN(C2)C(=O)OC(C)(C)C)NCCC2=CNC1=CC(=CC=C21)OC